N-((3-((1H-1,2,4-triazol-1-yl)methyl)oxetan-3-yl)methyl)-4-nitro-2-(trifluoromethyl)aniline N1(N=CN=C1)CC1(COC1)CNC1=C(C=C(C=C1)[N+](=O)[O-])C(F)(F)F